bis(difluoromethyl) ether FC(F)OC(F)F